5-Chloro-6-(1-cyclopropyl-1H-pyrazol-4-yl)pyridine ClC=1C=CC=NC1C=1C=NN(C1)C1CC1